N-(5-(3-(9H-purin-6-yl)pyridin-2-ylamino)-2-fluorophenyl)-3-(methylsulfonyl)benzamid N1=CN=C2NC=NC2=C1C=1C(=NC=CC1)NC=1C=CC(=C(C1)NC(C1=CC(=CC=C1)S(=O)(=O)C)=O)F